4-chloro-3-(5,7-difluoro-4-oxo-6-(2-oxopyrrolidin-1-yl)-1,4-dihydroquinolin-2-yl)benzonitrile ClC1=C(C=C(C#N)C=C1)C=1NC2=CC(=C(C(=C2C(C1)=O)F)N1C(CCC1)=O)F